NC1=NC(N(C=C1)[C@@H]1O[C@@]([C@H]([C@@H]1C#C)O)(CO)CCl)=O 4-amino-1-((2R,3S,4S,5R)-5-(chloromethyl)-3-ethynyl-4-hydroxy-5-(hydroxymethyl)tetrahydrofuran-2-yl)pyrimidin-2(1H)-one